3,5-dimethoxybenzyl 4-(5-(((1H-1,2,3-triazol-5-yl)methyl)amino)-1,3,4-oxadiazol-2-yl)piperidine-1-carboxylate N1N=NC=C1CNC1=NN=C(O1)C1CCN(CC1)C(=O)OCC1=CC(=CC(=C1)OC)OC